5-Octyltridecane-1,5-Diol C(CCCCCCC)C(CCCCO)(CCCCCCCC)O